2-(4,4-difluoro-3-methylpiperidin-1-yl)-6,8-difluoroquinoline-3-carboxylic acid FC1(C(CN(CC1)C1=NC2=C(C=C(C=C2C=C1C(=O)O)F)F)C)F